2-(3,5-dichloro-4-(4-hydroxy-3-(piperazin-1-ylsulfonyl)phenoxy)phenyl)-6-(difluoromethyl)-1,2,4-triazine-3,5(2H,4H)-dione ClC=1C=C(C=C(C1OC1=CC(=C(C=C1)O)S(=O)(=O)N1CCNCC1)Cl)N1N=C(C(NC1=O)=O)C(F)F